N-(1-(1-(2-chloro-3-(2-(dimethylamino)ethoxy)phenyl)ethyl)azetidin-3-yl)-1-cyclopropyl-1H-1,2,3-triazole-4-carboxamide ClC1=C(C=CC=C1OCCN(C)C)C(C)N1CC(C1)NC(=O)C=1N=NN(C1)C1CC1